3-(2-((Tert-butoxycarbonyl)amino)ethyl)phenyl 6-(acetoxymethyl)-2-oxo-2H-chromene-3-carboxylate C(C)(=O)OCC=1C=C2C=C(C(OC2=CC1)=O)C(=O)OC1=CC(=CC=C1)CCNC(=O)OC(C)(C)C